4-(allylamino)cyclohexanone C(C=C)NC1CCC(CC1)=O